6-chloro-2,3-difluorobenzaldehyde ClC1=CC=C(C(=C1C=O)F)F